BrC=1C=C(C(=NC1)CC)NS(=O)(=O)C1=C(C=C(C=C1)F)F N-(5-bromo-2-ethylpyridin-3-yl)-2,4-difluorobenzenesulfonamide